C(C(C)C)C=1N(C=C(N1)C=1C=C(C(=NC1)N)C(F)(F)F)C12CC(C1)(C2)N2CCOCC2 5-(2-isobutyl-1-(3-morpholinobicyclo-[1.1.1]pentan-1-yl)-1H-imidazol-4-yl)-3-(trifluoromethyl)-pyridin-2-amine